COC=1C=C(C=CC1OC)[C@H](C1CCN(CC1)C(=O)N1C[C@@H]2[C@@H](OCC(N2)=O)CC1)C1=CC=CC=C1 |o1:10| (4aR,8aS)-6-(4-((R or S)-(3,4-Dimethoxyphenyl)(phenyl)methyl)piperidine-1-carbonyl)hexahydro-2H-pyrido[4,3-b][1,4]oxazin-3(4H)-one